BrCCN1N=CN(C1)C1=CC=CC=C1 (2-bromoethyl)-4-phenyl-2,4-dihydro-[1,2,4]triazole